(7S,16RS)-9-(2,6-difluorophenyl)-3,7-dimethyl-18-thia-2,4,5,8-tetraazatetracyclo[8.8.0.02,6.011,17]octadeca-1(10),3,5,8,11(17)-pentaen-16-ol FC1=C(C(=CC=C1)F)C1=N[C@H](C2=NN=C(N2C=2SC=3[C@@H](CCCCC3C12)O)C)C |&1:19|